ethyl 2-cyclopropyl-4-(1-hydroxy-2-methyl-propyl)thiazole-5-carboxylate C1(CC1)C=1SC(=C(N1)C(C(C)C)O)C(=O)OCC